NC(C)C=1C=C(C=CC1)C=1C=NC(=NC1)NC1CC2=CC=CC=C2C1 5-(3-(1-aminoethyl)phenyl)-N-(2,3-dihydro-1H-inden-2-yl)pyrimidin-2-amine